3-(β-D-glucopyranosyloxy)-4-[(4-methyl-thiophenyl)methyl]-1-propyl-5-trifluoromethylpyrazole [C@@H]1([C@H](O)[C@@H](O)[C@H](O)[C@H](O1)CO)OC1=NN(C(=C1CC=1SC=C(C1)C)C(F)(F)F)CCC